The molecule is a member of the class of pterocarpans that is (6aR,11aR)-pterocarpan substituted by hydroxy groups at positions 3 and 8, methoxy groups at positions 1 and 9 and prenyl groups at positions 2 and 10. Isolated from the roots of Lespedeza floribunda, it acts as a melanin synthesis inhibitor. It has a role as a melanin synthesis inhibitor and a plant metabolite. It is an aromatic ether, a member of phenols and a member of pterocarpans. CC(=CCC1=C(C2=C(C=C1O)OC[C@@H]3[C@H]2OC4=C(C(=C(C=C34)O)OC)CC=C(C)C)OC)C